{1-[(3S)-5,5-dimethyloxolan-3-yl]-3-(4-fluorophenyl)-1H-pyrazol-4-yl}-6-phenylfuro[2,3-d]pyrimidine CC1(C[C@@H](CO1)N1N=C(C(=C1)C=1N=CC2=C(N1)OC(=C2)C2=CC=CC=C2)C2=CC=C(C=C2)F)C